methyl 4-(3,5-dimethyl-1H-pyrazol-4-yl)-6-methylnicotinate CC1=NNC(=C1C1=CC(=NC=C1C(=O)OC)C)C